tert-butyl 5-oxo-4-(4-trifluoromethylbenzyl)-4,5,8,9-tetrahydrothieno[2,3-c][2,7]naphthyridine-7(6H)-carboxylate O=C1N(C2=C(C=3CCN(CC13)C(=O)OC(C)(C)C)C=CS2)CC2=CC=C(C=C2)C(F)(F)F